N-(2-((3-(N-(4-bromophenyl)sulfamoyl)phenyl)amino)-2-oxoethyl)-2-fluorobenzamide BrC1=CC=C(C=C1)NS(=O)(=O)C=1C=C(C=CC1)NC(CNC(C1=C(C=CC=C1)F)=O)=O